C=C1C2C3CCC(C2C(C1)=C)C3 3,5-dimethylenetricyclo[5.2.1.02,6]Decane